FC(C(=O)OC(C(C)(F)F)=O)(C)F 2,2-Difluoropropionic Anhydride